1,3-Benzenediol C1(=CC(=CC=C1)O)O